tert-butyl ((1R,3S)-3-(6-hydroxy-5,6,7,8-tetrahydronaphthalen-2-yl)-1-(hydroxymethyl)cyclopentyl)carbamate OC1CC=2C=CC(=CC2CC1)[C@@H]1C[C@](CC1)(CO)NC(OC(C)(C)C)=O